ethyl 2-[[(1R,2S,5R)-5-methyl-2-propan-2-ylcyclohexanecarbonyl]amino]acetate C[C@@H]1CC[C@H]([C@@H](C1)C(=O)NCC(=O)OCC)C(C)C